methylene(cyclopentadienyl)(2,7-dimethyl-3,6-di-tert-butylfluorenyl)zirconium dichloride [Cl-].[Cl-].C=[Zr+2](C1=C(C(=CC=2C3=CC(=C(C=C3CC12)C)C(C)(C)C)C(C)(C)C)C)C1C=CC=C1